C(C1=CC=CC=C1)OC1=NC(=CC=C1C1=CC(=C(C=C1)N1CCC(CC1)(O)CC(=O)OC(C)(C)C)F)OCC1=CC=CC=C1 t-butyl 2-[1-[4-(2,6-dibenzyloxy-3-pyridyl)-2-fluoro-phenyl]-4-hydroxy-4-piperidyl]acetate